tert-butyl (1S,4S)-5-(4-((5-chloro-4-ethoxy-2-fluorophenyl)amino)pyrido[3,2-d]pyrimidin-6-yl)-2,5-diazabicyclo[2.2.1]heptane-2-carboxylate ClC=1C(=CC(=C(C1)NC=1C2=C(N=CN1)C=CC(=N2)N2[C@@H]1CN([C@H](C2)C1)C(=O)OC(C)(C)C)F)OCC